((2R,3S,4R,5R)-3,4-dihydroxy-5-(4-(hydroxyamino)-2-oxopyrimidin-1(2H)-yl)tetrahydrofuranyl)butanoic acid methyl ester COC(C(CC)[C@H]1O[C@H]([C@@H]([C@@H]1O)O)N1C(N=C(C=C1)NO)=O)=O